ClC=1C=CC(=C(C1)C=1N=NNN1)C(OC)OC 5-(5-chloro-2-(dimethoxymethyl)phenyl)-2H-tetrazole